C(#C)C1C(CN(CC1)C(=O)OC(C)(C)C)O tert-butyl 4-ethynyl-3-hydroxy-piperidine-1-carboxylate